CN1C(=NC=2C1=NC=CC2)C2=C(C=C(C(=C2C2=NC=1C(=NC=CC1)N2C)C2=CC=C(C=C2)N2C1=CC=CC=C1OC=1C=CC=CC21)C2=NC=1C(=NC=CC1)N2C)C2=CC=C(C=C2)N2C1=CC=CC=C1OC=1C=CC=CC21 10,10'-(2',3',5'-tris(3-methyl-3H-imidazo[4,5-b]pyridin-2-yl)-[1,1':4',1''-terphenyl]-4,4''-diyl)bis(10H-phenoxazine)